2-[(2S,3S,4R,5R,6R)-3,5-Diacetyloxy-2-(acetyloxymethyl)-6-[4-[(E)-3-phenylprop-2-enoyl]phenoxy]oxan-4-yl]acetic acid C(C)(=O)O[C@@H]1[C@@H](O[C@@H]([C@@H]([C@@H]1CC(=O)O)OC(C)=O)OC1=CC=C(C=C1)C(\C=C\C1=CC=CC=C1)=O)COC(C)=O